FC1(CN(C1)C(C(C1=CC=C(C=C1)C(F)(F)F)N1C[C@@H](N(C[C@H]1CC)C=1C2=C(N(C(N1)=O)C)C=CC(=N2)C#N)CC)=O)F 4-((2s,5r)-4-(2-(3,3-difluoroazetidin-1-yl)-2-oxo-1-(4-(trifluoromethyl)phenyl)ethyl)-2,5-diethylpiperazin-1-yl)-1-methyl-2-oxo-1,2-dihydropyrido[3,2-d]pyrimidine-6-carbonitrile